The molecule is a 3-hydroxy fatty acid anion that is the conjugate base of 3-hydroxyoctanoic acid, obtained by deprotonation of the carboxy group; major species at pH 7.3. It is a 3-hydroxy fatty acid anion and a hydroxyoctanoate. It is a conjugate base of a 3-hydroxyoctanoic acid. CCCCCC(CC(=O)[O-])O